2-tert-butyl 3-methyl (1S,3S,4R)-5-methylidene-2-azabicyclo[2.2.1]heptane-2,3-dicarboxylate C=C1[C@@H]2[C@H](N([C@H](C1)C2)C(=O)OC(C)(C)C)C(=O)OC